C(C)(C)(C)OC(=O)NC1=CC=C(C=C1)C=1SC=C(N1)C(=O)N[C@@H](CO[Si](C1=CC=CC=C1)(C1=CC=CC=C1)C(C)(C)C)C(=O)O N-(2-(4-((tert-butoxycarbonyl)amino)phenyl)thiazole-4-carbonyl)-O-(tert-butyldiphenylsilyl)-L-serine